2-chloro-4-(1-methyl-1H-pyrazol-3-yl)pyridine ClC1=NC=CC(=C1)C1=NN(C=C1)C